5-Methoxy-6-(3-methylimidazo[4,5-c]pyridin-7-yl)-3-[(1-methylpyrazol-4-yl)amino]pyrazin-2-carboxamid COC=1N=C(C(=NC1C=1C2=C(C=NC1)N(C=N2)C)C(=O)N)NC=2C=NN(C2)C